O=C1N(CC2=CC(=CC=C12)O[C@H]1[C@@H](CCCC1)N1C[C@@H](CC1)C1=CC=CC=C1)C1C(NC(CC1)=O)=O 3-(1-oxo-5-(((1R,2R)-2-((S)-3-phenylpyrrolidin-1-yl)cyclohexyl)oxy)isoindolin-2-yl)piperidine-2,6-dione